N-[6-(5-chloro-1,3-benzoxazol-2-yl)spiro[3.3]heptan-2-yl]-2-(methylsulfamoylamino)pyridine-4-carboxamide ClC=1C=CC2=C(N=C(O2)C2CC3(CC(C3)NC(=O)C3=CC(=NC=C3)NS(NC)(=O)=O)C2)C1